Sodium (3,9-diethyltridecane-6-sulfonate) C(C)C(CC)CCC(CCC(CCCC)CC)S(=O)(=O)[O-].[Na+]